BrCC(=O)NC=1C=C2CCCC2=CC1 2-bromo-N-(5-indanyl)acetamide